(4-(benzo[D][1,3]dioxol-5-yl)benzo[D]thiazol-2-yl)pyrrolidine-3-carboxamide O1COC2=C1C=CC(=C2)C2=CC=CC1=C2N=C(S1)N1CC(CC1)C(=O)N